N2-(6-fluoropyridin-3-yl)-N4-neopentyl-6-(pyridin-2-yl)-1,3,5-triazine-2,4-diamine FC1=CC=C(C=N1)NC1=NC(=NC(=N1)NCC(C)(C)C)C1=NC=CC=C1